N-boc-homocysteine C(=O)(OC(C)(C)C)N[C@@H](CCS)C(=O)O